C(CCCCCCC)C(C(C(C(=O)[O-])(CCCCCCCC)CCCCCCCC)(O)C(=O)[O-])C(=O)[O-] Tri-n-octylcitrat